ClC1=C(C=CC(=C1)C(F)(F)F)N1CCC(CC1)(C(=O)N[C@@H]1CN(CC1)C)C=1N=NC(=CC1)C1=C(C=CC=C1)OCC 1-[2-chloro-4-(trifluoromethyl)phenyl]-4-[6-(2-ethoxyphenyl)pyridazin-3-yl]-N-[(3S)-1-methylpyrrolidin-3-yl]piperidine-4-carboxamide